CCCC[SiH3] 4-butylsilane